(3,5-dibromo-4-hydroxyphenyl)(1-methyl-1,4,5,6-tetrahydro-7H-pyrazolo[3,4-b]pyridin-7-yl)methanone BrC=1C=C(C=C(C1O)Br)C(=O)N1C2=C(CCC1)C=NN2C